2-(1-acryloyl-4-(7-(6-methoxy-3,4-dihydroquinolin-1(2H)-yl)-2-((1-methylpyrrolidin-2-yl)methoxy)-5,6,7,8-tetrahydroquinazolin-4-yl)piperazin-2-yl)acetonitrile C(C=C)(=O)N1C(CN(CC1)C1=NC(=NC=2CC(CCC12)N1CCCC2=CC(=CC=C12)OC)OCC1N(CCC1)C)CC#N